OC(CCCCCCCCCC(=O)OC\C=C/CCCCCC)CCCCCCCCCC(=O)OC\C=C/CCCCCC di((Z)-non-2-en-1-yl) 11-hydroxyhenicosanedioate